4-(2-(6-(2,4-dimethoxyphenyl)-1,1-dioxido-1,2,6-thiadiazinan-2-yl)acetamido)adamantane-1-carboxamide COC1=C(C=CC(=C1)OC)N1CCCN(S1(=O)=O)CC(=O)NC1C2CC3(CC(CC1C3)C2)C(=O)N